2-(oxoethyl)-4-(trifluoromethyl)-2,5,6,7-tetrahydro-3H-cyclopenta[c]pyridazin-3-one O=CCN1N=C2C(=C(C1=O)C(F)(F)F)CCC2